C(#N)[C@H](C[C@H]1C(NCCC1)=O)NC([C@@H](NC[C@H]1OCCC1)CC(C)C)=O N-{(1S)-1-cyano-2-[(3S)-2-oxopiperidin-3-yl]ethyl}-N2-{[(2S)-oxolan-2-yl]methyl}-L-leucinamide